C(CCCCCCCCCCC)C=1C(=C(C=CC1)OC(NC1=CC=CC=C1)=O)CCCCCCCCCCCC N-phenylcarbamic acid (didodecylphenyl) ester